di-pentyl-bis-(2-pentyl-ethoxy)silane C(CCCC)[Si](OCCCCCCC)(OCCCCCCC)CCCCC